(1-methyl-1H-imidazol-2-yl)-5,6-diphenylpyrrolo[2,1-f][1,2,4]triazin-4-ol CN1C(=NC=C1)C1=NN2C(C(=N1)O)=C(C(=C2)C2=CC=CC=C2)C2=CC=CC=C2